tert-butyl 4-{[(6-chloropyrimidin-4-yl)carbamoyl]methyl}-1,4-diazepane-1-carboxylate ClC1=CC(=NC=N1)NC(=O)CN1CCN(CCC1)C(=O)OC(C)(C)C